barium acetate salt C(C)(=O)[O-].[Ba+2].C(C)(=O)[O-]